tert-butyl 4-(1-(tetrahydro-2H-pyran-2-yl)-5-(4,4,5,5-tetramethyl-1,3,2-dioxaborolan-2-yl)-1H-indazol-3-yl)-3,6-dihydropyridine-1(2H)-carboxylate O1C(CCCC1)N1N=C(C2=CC(=CC=C12)B1OC(C(O1)(C)C)(C)C)C=1CCN(CC1)C(=O)OC(C)(C)C